[C@@]12(C(=O)CC(CC1)C2(C)C)CS(=O)(=O)O R-Camphorsulphonic acid